3,3'-undecamethylenebis(5-amino-1,2,4-triazole) NC1=NC(=NN1)CCCCCCCCCCCC1=NNC(=N1)N